ClC1=C2C=NN3C(C2=CC=C1)=NN=N3 7-chlorotetrazolo[5,1-a]phthalazine